ClC1=C(C=CC=C1C1=C(C(=NC=C1)C1=CC(=C(C=C1)CNC[C@H]1NC(CC1)=O)OC)Cl)NC=1C(=C(CNC[C@@H]2CCC(N2)=O)C=CC1)F (S)-5-(((3-((2-chloro-3-(3-chloro-2-(3-methoxy-4-(((((S)-5-oxopyrrolidin-2-yl)methyl)amino)methyl)phenyl)pyridin-4-yl)phenyl)amino)-2-fluorobenzyl)amino)methyl)pyrrolidin-2-one